2-butylstearate C(CCC)C(C(=O)[O-])CCCCCCCCCCCCCCCC